C(C)(=O)O[C@H]1CC2=C(N(C3=C1C=CC=C3)C(=O)N)C=CC=C2 (S)-10-acetoxy-10,11-dihydro-5H-dibenzo[b,f]azepin-5-carboxamide